6-(2-chloro-6-fluorophenyl)-2-((3-methyl-4-(4-methylpiperazin-1-yl)phenyl)amino)-8,9-dihydroimidazo[1,2-a]pyrimido[5,4-e]pyrimidin-5(6H)-one ClC1=C(C(=CC=C1)F)N1C=2N(C3=C(C1=O)C=NC(=N3)NC3=CC(=C(C=C3)N3CCN(CC3)C)C)CCN2